(E)-N,N-dimethyl-3-(((2-nitrophenyl)carbamoyl)oxy)prop-1-en-1-amine oxide C[N+](\C=C\COC(NC1=C(C=CC=C1)[N+](=O)[O-])=O)(C)[O-]